CN1N=C(C(=C1)B1OC(C)(C)C(C)(C)O1)C(F)(F)F 1-methyl-3-(trifluoromethyl)pyrazol-4-boronic acid pinacol ester